C(C1=CC=CC=C1)[C@@H]1N(C(OC1)=O)C1=CC(=CC(=N1)C(C)NC=1C(=NC(=CC1)F)C(=O)O)C 3-[1-[6-[(4S)-4-Benzyl-2-oxo-1,3-oxazolidin-3-yl]-4-methyl-2-pyridinyl]ethyl-amino]-6-fluoropyridine-2-carboxylic acid